CC1=CC=CC=C1[C@](N)(C)C(=O)O alpha-6-methyl-phenylalanine